1-(5-((R)-2-(2,5-difluorophenyl)pyrrolidin-1-yl)-2-fluoropyrazolo[1,5-a]pyrimidin-3-yl)-3-((1S,2R)-2-fluorocyclopropyl)urea FC1=C(C=C(C=C1)F)[C@@H]1N(CCC1)C1=NC=2N(C=C1)N=C(C2NC(=O)N[C@@H]2[C@@H](C2)F)F